C(C)OB1OC(C(O1)(C)C)(C)C 2-ethoxy-4,4,5,5-tetramethyl-1,3,2-dioxaborolan